C(C)(C)(C)OC(=O)N1CCC(CC1)N1N=C2C(=CC(=CC2=C1)Br)OC 4-(5-bromo-7-methoxy-2H-indazol-2-yl)piperidine-1-carboxylic acid tert-butyl ester